C1[C@@H]([C@H](O[C@H]1N2C3=C(C(=O)NC(=N3)N)NC2=O)COP(=O)([O-])[O-])O The molecule is an organophosphate oxoanion resulting from the removal of two protons from the phosphate group of 8-oxo-dGMP. It is a conjugate base of an 8-oxo-dGMP.